COC=1C=CC=2C3=C(C=NC2N1)COC(N3C=3C=C1CCN(CC1=CC3)S(=O)(=O)N)=O 6-(8-methoxy-2-oxo-2H-[1,3]oxazino[5,4-c][1,8]naphthyridin-1(4H)-yl)-3,4-dihydroisoquinolin-2(1H)-sulfonamide